C(CCCCC)=O 1-hexanone